Cl.Cl.O1C2=C(OC[C@@H]1CN1CCN(CC1)C=1C(=NSN1)NC1=CC=NC=C1)C=CC=C2 (S)-4-(4-((2,3-Dihydrobenzo[b][1,4]dioxin-2-yl)methyl)-piperazin-1-yl)-N-(pyridin-4-yl)-1,2,5-thiadiazole-3-amine dihydrochloride